FC=1C=CC2=C(NC(=NS2(=O)=O)NCC2=CC(=CC=C2)F)C1[C@@H](C)C=1C=NC(=CC1)C (S)-6-fluoro-3-((3-fluorobenzyl)amino)-5-(1-(6-methylpyridin-3-yl)ethyl)-4H-benzo[e][1,2,4]thiadiazine 1,1-dioxide